1-(4-chloro-2-methylphenyl)-N-(5-cyano-6-(2H-1,2,3-triazol-2-yl)pyridin-3-yl)-5-(trisFluoromethyl)-1H-pyrazole-4-carboxamide ClC1=CC(=C(C=C1)N1N=CC(=C1C(F)(F)F)C(=O)NC=1C=NC(=C(C1)C#N)N1N=CC=N1)C